C(C)C1(OC2=CC=C(C=C2C(C1)=O)C1=NSC(=N1)C=1C=NC=CC1)CC 2,2-diethyl-6-(5-(pyridin-3-yl)-1,2,4-thiadiazol-3-yl)chroman-4-one